ethyl 5-((1S,2R)-2-fluorocyclopropyl)isoxazole-3-carboxylate F[C@H]1[C@@H](C1)C1=CC(=NO1)C(=O)OCC